(3R)-Benzyl 3-(3-(chloromethyl)-4-methylphenyl)-3-(1,4-dimethyl-1H-benzo[d][1,2,3]triazol-5-yl)-2-methylpropanoate ClCC=1C=C(C=CC1C)[C@@H](C(C(=O)OCC1=CC=CC=C1)C)C1=C(C2=C(N(N=N2)C)C=C1)C